1-(6-amino-2-methylquinolin-5-yl)-2,5-dihydropyrrole 1-oxide NC=1C(=C2C=CC(=NC2=CC1)C)[N+]1(CC=CC1)[O-]